COC(C(NC(C1=CC=CC=C1)=O)=C)=O N-benzoyl-dehydroalanine methyl ester